(3R,5R)-5-(fluoromethyl)-3-methylpyrrolidine FC[C@H]1C[C@H](CN1)C